N-[2-amino-5-(4-fluorophenyl)phenyl]-4-[(5-fluoro-2-pyridyl)sulfonimidoyl]benzamide NC1=C(C=C(C=C1)C1=CC=C(C=C1)F)NC(C1=CC=C(C=C1)S(=O)(=N)C1=NC=C(C=C1)F)=O